BrC1=CC(=C(C=C1)N1C2(CC2)CCCC1=O)F 4-(4-bromo-2-fluorophenyl)-4-azaspiro[2.5]octan-5-one